2-Amino-6-azaspiro[3.4]octane-6-carboxylic acid tert-butyl ester C(C)(C)(C)OC(=O)N1CC2(CC(C2)N)CC1